[Se](CCC(C(=O)N)(CC1=CC=CC=C1)NC(C(CC1=CC=C(C=C1)O)N)=O)CCC(C(=O)N)(CC1=CC=CC=C1)NC(C(CC1=CC=C(C=C1)O)N)=O N'-(selenodi(ethane-2,1-diyl))bis(2-(2-amino-3-(4-hydroxyphenyl)propanamido)-3-phenylpropionamide)